BrC1=CC=2N(C=C1)N=C(C2)NC(=O)C2CC2 N-(5-bromopyrazolo[1,5-a]pyridin-2-yl)cyclopropanecarboxamide